phenyl-triphenylene C1(=CC=CC=C1)C1=CC=CC=2C3=CC=CC=C3C3=CC=CC=C3C12